N1C(=CC=2C=NC=CC21)CNC(CN2C(=NC=C(C2=O)C=2SC1=C(N2)CCCC1)C1=CC=CC=C1)=O N-((1H-pyrrolo[3,2-c]pyridin-2-yl)methyl)-2-(6-oxo-2-phenyl-5-(4,5,6,7-tetrahydrobenzo[d]thiazol-2-yl)pyrimidin-1(6H)-yl)acetamide